(1,3-Dimethyl-azetidin-3-yl)-(2-methyl-benzooxazol-6-yl)-(4-trifluoromethoxy-phenyl)-methanol CN1CC(C1)(C)C(O)(C1=CC=C(C=C1)OC(F)(F)F)C1=CC2=C(N=C(O2)C)C=C1